C(C)C=1SC=2CN([C@@H](CC2N1)C)C(=O)[O-] (R)-2-ethyl-6-methyl-6,7-dihydrothiazolo[5,4-c]pyridine-5(4H)-carboxylate